N1(C=NC2=C1C=CC=C2)C2=CC1=C(NCN1)C=C2 2',3'-dihydro-1'H-[1,5'-bibenzo[d]imidazole]